2-(3,5-Dichloro-4-((4-methyl-2-(pyrrolidin-1-yl)quinolin-6-yl)oxy)phenyl)-3,5-dioxo-2,3,4,5-tetrahydro-1,2,4-triazine-6-carbonitrile ClC=1C=C(C=C(C1OC=1C=C2C(=CC(=NC2=CC1)N1CCCC1)C)Cl)N1N=C(C(NC1=O)=O)C#N